NC1=C(C(=C2C(=N1)CCO2)C=2CCC(N(CC2)C(=O)OC(C)(C)C)C)F tert-butyl 5-(5-amino-6-fluoro-2,3-dihydrofuro[3,2-b]pyridin-7-yl)-2-methyl-2,3,4,7-tetrahydroazepine-1-carboxylate